CCC(CC)N1N=CC(=C1)C=1C=2N(C=C(N1)C=1C=NN(C1)C[C@@H]1NCCC1)N=CC2 (R)-4-(1-(pent-3-yl)-1H-pyrazol-4-yl)-6-(1-(pyrrolidin-2-ylmethyl)-1H-pyrazol-4-yl)pyrazolo[1,5-a]pyrazine